FC=1C(=C(C=CC1F)[C@H]1[C@@H](O[C@@]([C@@H]1C)(C(F)(F)F)C)C(=O)NC=1C=NC(=CC1)CO)C (2R,3S,4R,5S)-3-(3,4-difluoro-2-methylphenyl)-N-(6-(hydroxymethyl)pyridin-3-yl)-4,5-dimethyl-5-(trifluoromethyl)tetrahydrofuran-2-carboxamide